C(#N)C1(CC1)NS(=O)(=O)C=1C=CC=2N(C1)C(=NC2C2=CC1(CN(C1)C(=O)C1C(C1)(F)F)CC2)C=2SC(=NN2)C(F)(F)F N-(1-cyanocyclopropyl)-1-(2-(2,2-difluorocyclopropane-1-carbonyl)-2-azaspiro[3.4]oct-5-en-6-yl)-3-(5-(trifluoromethyl)-1,3,4-thiadiazol-2-yl)imidazo[1,5-a]pyridine-6-sulfonamide